[N+](#[C-])C(C1=CC=CC2=CC=CC=C12)S(=O)(=O)C1=CC=C(C)C=C1 1-[ISOCYANO-(TOLUENE-4-SULFONYL)-METHYL]-NAPHTHALENE